perhydro-1,3,5-oxadiazine O1CNCNC1